ClC1=C2C(=NC(=C1)C(=C)C)N(C=N2)CC2=CC=C(C=C2)OC 7-chloro-3-(4-methoxybenzyl)-5-(prop-1-en-2-yl)-3H-imidazo[4,5-b]pyridine